bis(triiso-propylsilyl) maleate C(\C=C/C(=O)O[Si](C(C)C)(C(C)C)C(C)C)(=O)O[Si](C(C)C)(C(C)C)C(C)C